COC(=O)C1(CCC2(N(CC3=CC(=CC=C23)C)C[C@H](CO)C)CC1)NC1=CC(=CC=C1)Cl 4-(3-Chloroanilino)-2'-[(2R)-3-hydroxy-2-methylpropyl]-5'-methyl-2',3'-dihydrospiro[cyclohexane-1,1'-isoindole]-4-carboxylic acid methyl ester